CC(C)([Si](OCCCOCCOCCNC(OCCCC)=O)(C)C)C Butyl (2,2,3,3-tetramethyl-4,8,11-trioxa-3-silatridecan-13-yl)carbamate